C1(CC1)CN1C2=C(C=C1C=1N(C3=C(C=C(C=C3C1)C(=O)OC)OC)C)C=CS2 methyl 2-(6-(cyclopropylmethyl)-6H-thieno[2,3-b]pyrrol-5-yl)-7-methoxy-1-methyl-1H-indole-5-carboxylate